Cl.FC1=C(C=CC=C1F)B(O)O 2,3-difluorophenylboronic acid Hydrochloride salt